C1(=CC=CC=C1)C1=CC=CC=2N(C3=CC=CC(=C3C12)C1=CC=CC=C1)C1=C(C#N)C(=CC(=C1)C1=CC=NC=C1)N1C2=CC=CC(=C2C=2C(=CC=CC12)C1=CC=CC=C1)C1=CC=CC=C1 2,6-bis(4,5-diphenyl-9H-carbazol-9-yl)-4-(pyridin-4-yl)benzonitrile